ClC1=C(C(=O)N([C@@H](CC(C)C)C(=O)O)NC(CCC2=COC3C(OCC3)=C2)=O)C=C(C=C1)Cl (S)-N-(2,5-dichlorobenzoyl)-3-(2,3-dihydro-1,4-benzodioxol-6-yl)propionamido-D-leucine